N1(N=CN=C1)C(=O)N1CC(CCC1)C1CCNC=2N1N=C(C2C(=O)N)C2=CC=C(C=C2)OC2=CC=CC=C2 7-(1-(1H-1,2,4-triazole-1-carbonyl)piperidin-3-yl)-2-(4-phenoxyphenyl)-4,5,6,7-tetrahydropyrazolo[1,5-a]pyrimidine-3-carboxamide